CC([C@@H](C(=O)O)N(C(=O)[C@@H]1CN(CC1)C(C#CCN1CCOCC1)=O)C)C (2S)-3-methyl-2-[N-methyl-1-[(3S)-1-[4-(morpholin-4-yl)but-2-ynoyl]pyrrolidin-3-yl]formamido]butanoic acid